5-chloro-3-methyl-2-phenyl-3H-imidazo[4,5-b]pyridine ClC1=CC=C2C(=N1)N(C(=N2)C2=CC=CC=C2)C